prenylboronic acid pinacol ester C(C=C(C)C)B1OC(C)(C)C(C)(C)O1